[4-[(1R,3S,5S)-3-amino-5-methylcyclohexyl]-3-pyridinyl]-6-(2,6-difluorophenyl)-5-fluoro-2-pyridinecarboxamide N[C@@H]1C[C@@H](C[C@@H](C1)C)C1=C(C=NC=C1)C=1C(=NC(=C(C1)F)C1=C(C=CC=C1F)F)C(=O)N